acryloyloxyeicosanylfluorodimethylsilane C(C=C)(=O)OCCCCCCCCCCCCCCCCCCCC[Si](C)(C)F